CS(=O)(=O)C1=CC(=C(C=C1)NCC#CC=1N(C2=CC=CC(=C2C1)NC1CCN(CC1)C[C@@H]1OC(OC1)=O)CC(F)(F)F)OC (4S)-4-({4-[(2-{3-[(4-methanesulfonyl-2-methoxyphenyl)amino]prop-1-yn-1-yl}-1-(2,2,2-trifluoroethyl)-1H-indol-4-yl)amino]piperidin-1-yl}methyl)-1,3-dioxolan-2-one